BrC1=CC=C(C=C1)C1=NN(C=N1)S(=O)(=O)C1=CC=C(C=C1)C(=O)N1CCN(CC1)C1=C(C=CC=C1)OC (4-((3-(4-bromophenyl)-1H-1,2,4-triazol-1-yl)sulfonyl)phenyl)(4-(2-methoxy-phenyl)piperazin-1-yl)methanone